N-(6-chloropyridin-3-yl)-6-((1-ethyl-1H-pyrazol-3-yl)methoxy)isoquinolin-1-amine ClC1=CC=C(C=N1)NC1=NC=CC2=CC(=CC=C12)OCC1=NN(C=C1)CC